[1,2,4]triazolo-[4,3-a]pyridine-8-carboxamide N=1N=CN2C1C(=CC=C2)C(=O)N